Cl.Cl.FC=1C=C(C=NC1)[C@@H](O)[C@@H]1N[C@@H](CC1)CC1CCC(CC1)OC (R)-(5-Fluoropyridin-3-yl)((2R,5S)-5-(((1r,4S)-4-methoxycyclohexyl)methyl)-pyrrolidin-2-yl)methanol dihydrochloride